COC=1C=NC=C(C1NC(=O)C=1C(=NC(=C(C1)F)N1N=C(N(C1=O)CC)CO)O[C@H](C(F)(F)F)C)OC N-(3,5-Dimethoxy-4-pyridyl)-6-[4-ethyl-3-(hydroxymethyl)-5-oxo-1,2,4-triazol-1-yl]-5-fluoro-2-[(1S)-2,2,2-trifluoro-1-methyl-ethoxy]pyridine-3-carboxamide